C(C)(C)N1N=CC(=C1)[C@H](CN1CCCCC1)NC1=NC(=NC=2CC[C@H](CC12)C1=CC=CC=C1)N[C@H](C)C1=CC=C(C(=O)O)C=C1 4-((R)-1-(((R)-4-(((R)-1-(1-isopropyl-1H-pyrazol-4-yl)-2-(piperidin-1-yl)ethyl)amino)-6-phenyl-5,6,7,8-tetrahydroquinazolin-2-yl)amino)ethyl)benzoic acid